C(C)N(CCCN)CC 1,1-diethyl-1,5-diazapentane